C1(=CC=CC=C1)O racemic-phenol